FC1=C(C=C(C=C1F)C1=C(C=CC=C1C)C)[C@H](CC(=O)OCC)NC(=O)[C@@H]1[C@H]2C([C@H]2CN1C(NC=1C=NN(C1)C)=O)(C)C ethyl (3S)-3-{4,5-difluoro-2',6'-dimethyl-[1,1'-biphenyl]-3-yl}-3-{[(1R,2S,5S)-6,6-dimethyl-3-[(1-methyl-1H-pyrazol-4-yl)carbamoyl]-3-azabicyclo[3.1.0]hexan-2-yl]formamido}propanoate